N-((1r,4r)-4-((5-(1-(2,2-difluoroethyl)-2-methyl-1H-imidazo[4,5-b]pyridin-6-yl)-7H-pyrrolo[2,3-d]pyrimidin-2-yl)amino)cyclohexyl)acetamide FC(CN1C(=NC2=NC=C(C=C21)C2=CNC=1N=C(N=CC12)NC1CCC(CC1)NC(C)=O)C)F